C(C(=C)C)(=O)[O-].[Na+] sodium monomethacrylate